(E)-1-(1-(3-nitro-1H-indol-1-yl)cyclopropyl)pent-1-en-3-one [N+](=O)([O-])C1=CN(C2=CC=CC=C12)C1(CC1)\C=C\C(CC)=O